4-bromo-5-(bromomethyl)-1-methyl-pyrazole BrC=1C=NN(C1CBr)C